C(CCCC)(=O)OC=1C(OC(CCCC)=O)=CC(=CC1Br)CC=C 4-allyl-6-bromopyrocatechol di-n-pentanoate